Cl.N[C@H]([C@@H](C(=O)NC)O)CCC(C)(F)F (2S,3S)-3-amino-6,6-difluoro-2-hydroxy-N-methylheptanamide hydrochloride